ClC1=CC=2C(OCC3=CC=C(C=C3C3=C(C=C(C(NS(C(=C1OC)C2)(=O)=O)=C3)F)F)F)=O 13-chloro-4,19,21-trifluoro-14-methoxy-16,16-dioxo-9-oxa-16λ6-thia-17-azatetracyclo[16.3.1.111,15.02,7]tricosa-1(21),2,4,6,11(23),12,14,18(22),19-nonaen-10-one